C1(CCCC1)C1=CC=C(CN(C(=O)[C@@H]2N(CC2)S(=O)(=O)C2=C(C(=C(C(=C2F)F)F)F)F)C2=CC=C(C(=O)Cl)C=C2)C=C1 (R)-4-(N-(4-cyclopentylbenzyl)-1-((perfluorophenyl)sulfonyl)azetidine-2-carboxamido)benzoyl chloride